ClC=1C=CC=2N(N1)C(=NN2)CCC(=O)NC2CCN(CC2)C(=O)OC(C)(C)C tert-butyl 4-(3-(6-chloro-[1,2,4]triazolo[4,3-b]pyridazin-3-yl)propanamido)piperidine-1-carboxylate